C(C)(C)(C)C1=CC=C2[C@@H]([C@H](N(CC2=C1)C(=O)OC(C)(C)C)CC(C)C)O tert-butyl (3R,4S)-7-tert-butyl-4-hydroxy-3-isobutyl-3,4-dihydro-1H-isoquinoline-2-carboxylate